NC1=C(C=C(C=C1)C1=CC=C(C=C1)F)NC(C1=CC=C(C=C1)S(=O)(=N)C1CC1)=O N-[2-amino-5-(4-fluorophenyl)phenyl]-4-(cyclopropylsulfonimidoyl)benzamide